C(CCC)C1(C(C2=C(C(=C(C=C2C1)OCCCCCC(=O)O)Cl)Cl)=O)C1CCCC1 6-((2-butyl-6,7-dichloro-2-cyclopentyl-1-oxo-2,3-dihydro-1H-inden-5-yl)oxy)hexanoic acid